n-undecylbenzene C(CCCCCCCCCC)C1=CC=CC=C1